2,6-dimethyl-piperidine sodium [Na].CC1NC(CCC1)C